N1(C=NC=C1)CCC1=C(C=C2C=C(NC2=C1)CNC(=O)C1(CC1)C)Cl N-((6-(2-(1H-imidazol-1-yl)ethyl)-5-chloro-1H-indol-2-yl)methyl)-1-methylcyclopropane-1-carboxamide